Methyloxycarbonylbiotin COC(=O)C(C(O)=O)CCC[C@@H]1SC[C@@H]2NC(=O)N[C@H]12